BrCC(=O)C1=CC(=C(C=C1)OC)OCC1CC1 2-bromo-1-(3-cyclopropylmethoxy-4-methoxyphenyl)ethanone